C1(=CC=CC2=CC=CC=C12)CBr α-naphthylmethyl bromide